COC(C(=O)[O-])O methoxyglycolate